(2S,4R)-N-(6-bromo-3-(methoxymethyl)pyridin-2-yl)-4-fluoropyrrolidine-2-carboxamide BrC1=CC=C(C(=N1)NC(=O)[C@H]1NC[C@@H](C1)F)COC